C(C)(C)N(C(OC(C)(C)C)=O)CCC=1OC(=NN1)C1=C(C=CC=C1)NC1=CC=C(C=C1)C(F)(F)F Tert-Butyl Isopropyl(2-(5-(2-((4-(trifluoromethyl)phenyl)amino)phenyl)-1,3,4-oxadiazol-2-yl)ethyl)carbamate